ClC=1C=C2C(=CC(=NC2=CC1)C(F)(F)F)N[C@@H]1C[C@@H](CCC1)NC(=O)C1=CC=NN1CC(C)C N-[(1R,3S)-3-{[6-chloro-2-(trifluoromethyl)quinolin-4-yl]amino}cyclohexyl]-1-(2-methylpropyl)-1H-pyrazole-5-carboxamide